CNC=1C=CC=2N(C1)C(=CN2)C=2C=C(C=CC2)S(=O)(=O)NC2CCOCC2 3-(6-(methylamino)imidazo[1,2-a]pyridin-3-yl)-N-(tetrahydro-2H-pyran-4-yl)benzenesulfonamide